2-(3-amino-4-hydroxyphenyl)-7-phenyl-2,3,4,5-tetrahydro-1H-benzo[c]azepin-1-one NC=1C=C(C=CC1O)N1C(C2=C(CCC1)C=C(C=C2)C2=CC=CC=C2)=O